CN1CCN(CC1)CCC1=NOC[C@H](O1)CN1CCCCC1 |r| rac-3-(2-(4-methylpiperazin-1-yl)ethyl)-5-(piperidin-1-ylmethyl)-5,6-dihydro-1,4,2-dioxazine